C[C@@H]1C(=CC2=CC=C(C=C2C1)COCCC)CN1CC(C1)C(=O)O 1-{[(3S)-3-methyl-6-(propoxymethyl)-3,4-dihydro-2-naphthyl]methyl}-3-azetidinecarboxylic acid